N-((1R,5S,6s)-3-(5-(6-(3-cyanopyrrolo[1,2-b]pyridazin-7-yl)-4-(isopropylamino)pyridin-3-yl)-1,3,4-thiadiazol-2-yl)-3-azabicyclo[3.1.0]hexan-6-yl)acetamide C(#N)C1=CC=2N(N=C1)C(=CC2)C2=CC(=C(C=N2)C2=NN=C(S2)N2C[C@@H]1C([C@@H]1C2)NC(C)=O)NC(C)C